C(C1=C(C(=CC(=C1)C)N1N=C2C(=N1)C=CC=C2)O)C2=C(C(=CC(=C2)C)N2N=C1C(=N2)C=CC=C1)O 2,2'-methylenebis[6-(2H-benzotriazol-2-yl)-4-methyl-phenol]